CNC(COC1=CC=CC=C1)C1=CC=NC=C1 N-methyl-2-phenoxy-1-(4-pyridyl)ethanamine